5,10,15,20-tetrakis(4-trimethylammonio-phenyl)porphyrin tetrachloride [Cl-].[Cl-].[Cl-].[Cl-].C[N+](C1=CC=C(C=C1)C=1C2=CC=C(N2)C(=C2C=CC(C(=C3C=CC(=C(C=4C=CC1N4)C4=CC=C(C=C4)[N+](C)(C)C)N3)C3=CC=C(C=C3)[N+](C)(C)C)=N2)C2=CC=C(C=C2)[N+](C)(C)C)(C)C